FCCCC[Mg]Br 4-fluorobutyl-magnesium bromide